NC1=CC=CC(=N1)N(C(=O)C1=NC=C(C=C1NS(=O)(=O)C1=CC(=C(C=C1)Cl)C(F)(F)F)Cl)C(C)C 5-chloro-3-(4-chloro-3-trifluoromethyl-benzenesulfonylamino)-pyridine-2-carboxylic acid (6-amino-pyridin-2-yl)-isopropyl-amide